CN1C(=CC=C1)C=O 1-Methylpyrrol-2-aldehyd